FC=1C(=C(C=CC1)C1=C(C(=NC=2C=C(CCC12)C1=C(N=CS1)C)N1CC2(CN(C2)C(C=C)=O)CC1)C#N)O 4-(3-fluoro-2-hydroxyphenyl)-7-(4-methyl-1,3-thiazol-5-yl)-2-(2-(2-propenoyl)-2,6-diazaspiro[3.4]octan-6-yl)-5,6-dihydro-3-quinolinecarbonitrile